Bis(2-hydroxylethyl) terephthalate C(C1=CC=C(C(=O)OCCO)C=C1)(=O)OCCO